ClC1=CC=C(C=C1)[C@H]1C[C@@H](CO1)C1=NOC(=N1)CN1C(N2C(=NC(C=C2)=O)C=C1)=O |r| 7-[[3-[rac-(3R,5R)-5-(4-chlorophenyl)tetrahydro-furan-3-yl]-1,2,4-oxadiazol-5-yl]methyl]pyrimido[1,6-a]pyrimidine-2,6-dione